N-[2-[5-[(1R)-1-benzyloxy-1-(trifluoromethyl)pent-4-enyl]-1,3,4-oxadiazol-2-yl]-6-hydroxy-5-(trifluoromethyl)-3-pyridinyl]-N-t-butoxycarbonyl-carbamic acid tert-butyl ester C(C)(C)(C)OC(N(C(=O)OC(C)(C)C)C=1C(=NC(=C(C1)C(F)(F)F)O)C=1OC(=NN1)[C@](CCC=C)(C(F)(F)F)OCC1=CC=CC=C1)=O